BrCC1=CC=C(C=C1)[N+](=O)[O-] 4-bromomethylnitrobenzene